(S)-N-(4-(2-aminopropyl)-1-oxido-1λ6-thiomorpholin-1-ylidene)cyanamide N[C@H](CN1CCS(CC1)(=O)=NC#N)C